(2S,3S,4R,5S,6S)-6-[3-[[4-(4-Allyloxybutyl)phenyl]methyl]-4-methyl-phenyl]-3,4,5-tribenzyloxy-tetrahydropyran-2-carboxaldehyde C(C=C)OCCCCC1=CC=C(C=C1)CC=1C=C(C=CC1C)[C@H]1[C@@H]([C@H]([C@@H]([C@H](O1)C=O)OCC1=CC=CC=C1)OCC1=CC=CC=C1)OCC1=CC=CC=C1